C1=CC=C2CC3=C4C(C=C5C=CC=C6C(C1=C2C4=C56)=O)=CC=C3 dibenzo[cd,mn]Pyrene-12-one